(2R,6R)-6-methyl-N-[1-(4-methylmorpholin-2-yl)ethyl]-4-[8-(trifluoromethyl)-5-quinolinyl]morpholine-2-carboxamide C[C@H]1O[C@H](CN(C1)C1=C2C=CC=NC2=C(C=C1)C(F)(F)F)C(=O)NC(C)C1CN(CCO1)C